BrC=1C2=C(C=NC1NC1CCC(CC1)=O)N=C(N2CC(F)(F)F)C#N 7-bromo-6-((4-oxocyclohexyl)amino)-1-(2,2,2-trifluoroethyl)-1H-imidazo[4,5-c]pyridine-2-carbonitrile